1-methyl-4-(prop-2-yn-1-yloxy)benzene CC1=CC=C(C=C1)OCC#C